(3R,5S)-3-{1-cyclopropyl[({5-[3-(trifluoromethoxy)phenyl]-1,2-oxazol-3-yl}methyl)carbamoyl]amino}-5-fluoro-N-methylpiperidine-1-carboxamide C1(CC1)N([C@H]1CN(C[C@H](C1)F)C(=O)NC)C(NCC1=NOC(=C1)C1=CC(=CC=C1)OC(F)(F)F)=O